oxaprolin N1[C@@H](OCC1)C(=O)O